C(CCCCCCCC)(=O)OCC(CC(=O)OCC(CC(=O)O)COC(CC(COC(CCCCCCCC)=O)COC(CCCCCCCC)=O)=O)COC(CCCCCCCC)=O 4-((4-(nonanoyloxy)-3-((nonanoyloxy)methyl)butanoyl)oxy)-3-(((4-(nonanoyloxy)-3-((nonanoyloxy)methyl)butanoyl)oxy)methyl)butanoic acid